5,7-Dimethyl-6-nitro-1H-indazole CC=1C=C2C=NNC2=C(C1[N+](=O)[O-])C